C(C)(C)(C)OC(=O)N[C@@H](CCO[Si](C)(C)C(C)(C)C)C(=O)O N-(tert-butoxycarbonyl)-O-(tert-butyldimethylsilyl)-L-homoserine